ClC=1C(=C2CCCCN2C1C(C(=O)N[C@H]1COC[C@@H]1O)=O)C(=O)NC1=CC(=C(C=C1)F)F 2-chloro-N-(3,4-difluorophenyl)-3-(2-(((3S,4R)-4-hydroxytetrahydrofuran-3-yl)amino)-2-oxoacetyl)-5,6,7,8-tetrahydroindolizine-1-carboxamide